FC1=CC=C(CN2C(C3=CC=CC=C3CC2)=O)C=C1 2-(4-fluorobenzyl)-1-oxo-1,2,3,4-tetrahydroisoquinoline